3-[4-(thieno[2,3-b]pyridin-5-yloxy)phenyl]-1-[5-(trifluoromethyl)-3-pyridinyl]-2,4-imidazolidinedione S1C=CC=2C1=NC=C(C2)OC2=CC=C(C=C2)N2C(N(CC2=O)C=2C=NC=C(C2)C(F)(F)F)=O